(+/-)-piperazine-2-carboxylic acid dihydrochloride C1CNC(CN1)C(=O)O.Cl.Cl